O=[SH2]=NC(C(F)(F)F)=O oxo-lambda6-Sulfanylidene-2,2,2-trifluoroacetamide